3-Z-[1-(3-(diethylaminomethyl)-anilino)-1-phenyl-methylene]-6-carbamoyl-2-indolinone C(C)N(CC)CC=1C=C(N\C(\C2=CC=CC=C2)=C\2/C(NC3=CC(=CC=C23)C(N)=O)=O)C=CC1